C(C)(C)(C)OC(=O)N[C@H](C(=O)OC(C)(C)C)CC(=N)NO tert-butyl (S)-2-[(tert-butoxycarbonyl)amino]-4-(hydroxyamino)-4-iminobutanoate